CC1CNC2=C(O1)N=CC(=C2C)NC2=C(C(NC=C2)=O)C(=O)NC2=CC=C(C=C2)N2CC1CCC(C2)N1C 4-((3,8-dimethyl-2,3-dihydro-1H-pyrido[2,3-b][1,4]oxazin-7-yl)amino)-N-(4-(8-methyl-3,8-diazabicyclo[3.2.1]octan-3-yl)phenyl)-2-oxo-1,2-dihydropyridine-3-carboxamide